N-{3-[(3-aminopropyl)(methyl)amino]propyl}-2-(2-cyclopropylethyl)-6-(4-methoxyphenyl)pyridin-4-amine NCCCN(CCCNC1=CC(=NC(=C1)C1=CC=C(C=C1)OC)CCC1CC1)C